N-(1-(cyanomethyl)-1H-pyrazol-3-yl)-7-cyclobutoxy-2-(1-methyl-2-oxabicyclo[2.2.1]heptan-4-yl)imidazo[1,2-a]pyridine-6-carboxamide C(#N)CN1N=C(C=C1)NC(=O)C=1C(=CC=2N(C1)C=C(N2)C21COC(CC2)(C1)C)OC1CCC1